2-fluoro-5-((6-(2-methoxyphenyl)pyridin-2-yl)oxy)phenol FC1=C(C=C(C=C1)OC1=NC(=CC=C1)C1=C(C=CC=C1)OC)O